[I-].N1CCOCC1 morpholine iodide salt